isobutyl-dimethoxy(methyl)silane C(C(C)C)[Si](C)(OC)OC